C(C)(C)(C)C=1SC=C(N1)C(=O)NC=1C=NC(=C(C1)N1C(N(C2=NC(=NC=C2C1)NC1=CC=CC=C1)C)=O)Cl 2-(t-butyl)-N-(6-chloro-5-(1-methyl-2-oxo-7-(phenylamino)-1,2-dihydropyrimido[4,5-d]pyrimidin-3(4H)-yl)pyridin-3-yl)thiazole-4-carboxamide